(s)-1,3-diaminobenzene NC1=CC(=CC=C1)N